N-(6-chloro-2-methyl-pyrimidin-4-yl)-5-(4-pyridyl)thiazol-2-amine ClC1=CC(=NC(=N1)C)NC=1SC(=CN1)C1=CC=NC=C1